C(C)(C)(C)OC(N(C)CCCC1=NC2=NC=CC=C2C=C1)=O 3-(1,8-naphthyridin-2-yl)propyl-(methyl)carbamic acid tert-butyl ester